N1C=NC2=C1C=CC(=C2)C#CC2=NC(=NC=C2)C2=NC(=NC=C2)NC2CCC(CC2)O (1s,4s)-4-((4-((1H-benzo[d]imidazol-5-yl)ethynyl)-[2,4'-bipyrimidin]-2'-yl)amino)cyclohexan-1-ol